CSC1=NC=CC(=N1)C1=CN2C(O1)=NC(=C2)C2=CC=CC=C2 (2-(methylthio)pyrimidin-4-yl)-6-phenylimidazo[2,1-b]oxazole